1-(3-cyano-6-(1-methyl-1H-pyrazol-4-yl)pyrazolo[1,5-a]Pyridin-4-yl)-N-(1-(6-(4-fluoro-1H-pyrazol-1-yl)pyridin-3-yl)ethyl)-4-methylpiperidine-4-carboxamide C(#N)C=1C=NN2C1C(=CC(=C2)C=2C=NN(C2)C)N2CCC(CC2)(C(=O)NC(C)C=2C=NC(=CC2)N2N=CC(=C2)F)C